methyl (3S,6S,9R,10aR)-6-((tert-butoxycarbonyl)amino)-9-isopropyl-5-oxodecahydropyrrolo[1,2-a]azocine-3-carboxylate C(C)(C)(C)OC(=O)N[C@H]1CC[C@H](C[C@@H]2N(C1=O)[C@@H](CC2)C(=O)OC)C(C)C